C(C)(C)(C)N1N=C(C=C1NC(OCC1=CC=CC=C1)=O)[C@@H]1C[C@@H](CC1)OC=1N=NC(=CC1)C(=C)C benzyl (1-(tert-butyl)-3-((1S,3R)-3-((6-(prop-1-en-2-yl)pyridazin-3-yl)oxy)cyclopentyl)-1H-pyrazol-5-yl)carbamate